4-Amino-7-((3aR,4R,6R,6aR)-6-(((tert-butyldimethylsilyl)oxy)methyl)-2,2-dimethyltetrahydrofuro[3,4-d][1,3]dioxol-4-yl)-7H-pyrrolo[2,3-d]pyrimidine-2-carbonitrile NC=1C2=C(N=C(N1)C#N)N(C=C2)[C@@H]2O[C@@H]([C@H]1OC(O[C@H]12)(C)C)CO[Si](C)(C)C(C)(C)C